1-nitro-3-(pentafluorosulfanyl)benzene [N+](=O)([O-])C1=CC(=CC=C1)S(F)(F)(F)(F)F